2-[4-cyclopentyl-2,6-bis(propan-2-yl)phenyl]-N-{4-[(dimethylamino)methyl]benzene-sulfonyl}acetamide C1(CCCC1)C1=CC(=C(C(=C1)C(C)C)CC(=O)NS(=O)(=O)C1=CC=C(C=C1)CN(C)C)C(C)C